CC1=CC=C(C=C1)S(=O)(=O)N1C=C(C2=CC(=CC=C12)C#N)CCCCN1CCN(CC1)C=1C2=C(N=CN1)C=CN2 1-p-toluenesulfonyl-3-(4-(4-(5H-pyrrolo[3,2-d]pyrimidin-4-yl)piperazin-1-yl)butyl)-5-cyanoindole